CC=CCCCCC 2-octaene